(4-fluorophenyl)(2-(4-fluorophenyl)-6,7-dihydropyrazolo[1,5-a]pyrazin-5(4H)-yl)methanone FC1=CC=C(C=C1)C(=O)N1CC=2N(CC1)N=C(C2)C2=CC=C(C=C2)F